FC1=CC=C(C=C1)C[C@@H](C(=O)N[C@H](C(N[C@H](C=O)C[C@H]1C(NCCC1)=O)=O)CC(C)C)NC(OCC1=CC=CC=C1)=O Benzyl ((S)-3-(4-fluorophenyl)-1-(((S)-4-methyl-1-oxo-1-(((S)-1-oxo-3-((S)-2-oxopiperidin-3-yl)propan-2-yl)amino)pentan-2-yl)amino)-1-oxopropan-2-yl)carbamate